N1=CN=CC(=C1)CC1=C(C(=CC=C1)N)N (pyrimidin-5-ylmethyl)benzene-1,2-diamine